5,5-dimethyl-3-(4-((trifluoromethyl)thio)phenyl)imidazolidine-2,4-dione CC1(C(N(C(N1)=O)C1=CC=C(C=C1)SC(F)(F)F)=O)C